C(C)(C)(C)[C@]1(N(C(OC1)=O)C(=O)OC[C@H]1N(CCC1)CC(F)F)[C@H](CC(=C)C)CO[Si](C1=CC=CC=C1)(C1=CC=CC=C1)C(C)(C)C (S)-(1-(2,2-difluoroethyl)pyrrolidin-2-yl)methanol tert-butyl-(4R)-4-[(1S)-1-[[tert-butyl(diphenyl)silyl]oxymethyl]-3-methyl-but-3-enyl]-2-oxo-oxazolidine-3-carboxylate